5-(1-(2-(4,6-dichloropyridin-3-yl)ethyl)piperidin-3-yl)-2-(isoquinolin-5-yl)-2,4-dihydro-3H-1,2,4-triazol-3-one ClC1=C(C=NC(=C1)Cl)CCN1CC(CCC1)C=1NC(N(N1)C1=C2C=CN=CC2=CC=C1)=O